6-methoxy-1H-indazol-3-amine COC1=CC=C2C(=NNC2=C1)N